6-(4-chlorophenyl)-N-(4-(hydroxymethyl)-1-(isopropylsulfonyl)piperidin-4-yl)-2-(1-methyl-1H-pyrazol-4-yl)-3-oxo-2,3-dihydropyridazine-4-carboxamide ClC1=CC=C(C=C1)C=1C=C(C(N(N1)C=1C=NN(C1)C)=O)C(=O)NC1(CCN(CC1)S(=O)(=O)C(C)C)CO